COC1=CC=C(CN2CC(N(CC2)C2CC3(C2)CCNCC3)C3=C(CN2CCOCC2)C=CC=C3)C=C1 (2-(4-(4-methoxybenzyl)-1-(7-azaspiro[3.5]nonan-2-yl)piperazin-2-yl)benzyl)morpholine